N-dodecyl-β-alanine C(CCCCCCCCCCC)NCCC(=O)O